C(C)C=1C(=C(C=CC1)NC(=O)N)CC 1-(diethylphenyl)urea